(R)-5-(3-isopropyl-2-methyl-3H-imidazo[4,5-b]pyridin-5-yl)-N-(1,1,1-trifluoropropan-2-yl)-7H-pyrrolo[2,3-d]pyrimidin-2-amine C(C)(C)N1C(=NC=2C1=NC(=CC2)C2=CNC=1N=C(N=CC12)N[C@@H](C(F)(F)F)C)C